C(=O)[O-].C(C)[C@]1(C(OCC=2C(N3CC=4C(=NC=5C=C(C(=CC5C4CN4CC[NH+](CC4)C)OC)F)C3=CC21)=O)=O)O.C(C)[C@]2(C(OCC=1C(N3CC=4C(=NC=5C=C(C(=CC5C4CN4CC[NH+](CC4)C)OC)F)C3=CC12)=O)=O)O.C(=O)[O-] bis(4-(((S)-4-ethyl-8-fluoro-4-hydroxy-9-methoxy-3,14-dioxo-3,4,12,14-tetrahydro-1H-pyrano[3',4':6,7]indolizino[1,2-b]quinolin-11-yl)methyl)-1-methylpiperazin-1-ium) formate